Tetrahydro-2H-pyran-4-yl (8-amino-7-fluoro-6-(4-hydroxy-5-methyl-3,4-dihydro-2H-pyrano[2,3-b]pyridin-6-yl)isoquinolin-3-yl)carbamate NC=1C(=C(C=C2C=C(N=CC12)NC(OC1CCOCC1)=O)C=1C(=C2C(=NC1)OCCC2O)C)F